3-[(4-chlorophenyl)methyl]-6-{[2-(1-methylpyrazol-4-yl)-4-pyridyl]oxy}-2H-1,3-benzoxazin-4-one ClC1=CC=C(C=C1)CN1COC2=C(C1=O)C=C(C=C2)OC2=CC(=NC=C2)C=2C=NN(C2)C